(2,2-difluoroethoxy)-5-nitropyrimidin-4-ol FC(COC1=NC=C(C(=N1)O)[N+](=O)[O-])F